Br(=O)[O-].Br(=O)[O-].Br(=O)[O-].Br(=O)[O-].Br(=O)[O-].[P+5] phosphorus pentabromite